neopentyliodomethane C(C(C)(C)C)CI